O=C1[C@H]2[C@@H](C3=C1N(N=C3C(F)(F)F)CC(=O)OCC)C2 ethyl 2-((3bS,4aR)-5-oxo-3-(trifluoromethyl)-3b,4,4a,5-tetrahydro-1H-cyclopropa[3,4]cyclopenta[1,2-c]pyrazol-1-yl)acetate